N-(2-deoxy-2-L-leucinamido-β-D-glucopyranosyl)-N-octadecyldodecanoyl-amide N[C@@H](CC(C)C)C(=O)N[C@H]1[C@@H](O[C@@H]([C@H]([C@@H]1O)O)CO)[N-]C(C(CCCCCCCCCC)CCCCCCCCCCCCCCCCCC)=O